N-(4-bromo-3-(trifluoromethyl)phenyl)piperidine BrC1=C(C=C(C=C1)N1CCCCC1)C(F)(F)F